CC=1C(=CC=NC1)C1=CC=CC=C1 5-methyl-4-phenylpyridine